(1S,3S)-3-((6-(4-((((benzyloxy)carbonyl)amino)methyl)-3-methylisoxazol-5-yl)-4-methylpyridin-3-yl)oxy)cyclohexane-1-carboxylic Acid C(C1=CC=CC=C1)OC(=O)NCC=1C(=NOC1C1=CC(=C(C=N1)O[C@@H]1C[C@H](CCC1)C(=O)O)C)C